C(C)(=O)OCCC=1C=C2C(=CN(C2=CC1)C(=O)OC(C)(C)C)C=O tert-Butyl 5-(2-acetoxyethyl)-3-formyl-1H-indole-1-carboxylate